N-(2,6-dimethylpyrimidin-4-yl)-5-(2-methyl-5-(2-methyl-2-nitropropoxy)pyridin-4-yl)pyrazolo[1,5-a]pyridin-2-amine CC1=NC(=CC(=N1)NC1=NN2C(C=C(C=C2)C2=CC(=NC=C2OCC(C)([N+](=O)[O-])C)C)=C1)C